NCC=1OC2=C(C1)C=CC=C2 2-aminomethyl-benzofuran